ClC1=C(C(=CC=C1F)Cl)C(C)OC=1C(=NC=C(C1)C1=CC=C(C=C1)ON1CCN(CC1)C)N 3-[1-(2,6-dichloro-3-fluoro-phenyl)-ethoxy]-5-[4-(1-methyl-piperazin-4-yloxy)-phenyl]-pyridin-2-ylamine